C(C=C)(=O)N1CCCC2=CC=C(C=C12)C1=C2C(=C(NC2=C(C=C1F)C(=O)N)C)C 4-(1-acryloyl-1,2,3,4-tetrahydroquinolin-7-yl)-5-fluoro-2,3-dimethyl-1H-indole-7-carboxamide